3-Hydroxycyclohexyl p-toluenesulfonate CC1=CC=C(C=C1)S(=O)(=O)OC1CC(CCC1)O